N,N-Bis-(3-Butoxy-2-Hydroxypropyl)p-Aminophenol C(CCC)OCC(CN(C1=CC=C(C=C1)O)CC(COCCCC)O)O